BrC=1C=C(C(=O)O)C=C(C1OC)S(NC1=C(SC(=C1)C=1C=NC(=CC1CO)C(F)(F)F)Cl)(=O)=O 3-bromo-5-[[2-chloro-5-[4-(hydroxymethyl)-6-(trifluoromethyl)-3-pyridyl]-3-thienyl]sulfamoyl]-4-methoxy-benzoic acid